ClC=1C=C2CCN(CC2=CC1N)C 6-chloro-2-methyl-1,2,3,4-tetrahydroisoquinoline-7-amine